1-(4-([1,1'-bi(cyclopropan)]-2-yl)-5-fluoro-2-methoxyphenyl)-N-(2,4-dimethoxybenzyl)-N-(isoxazol-3-yl)-2-oxo-1,2-dihydroquinoline-6-sulfonamide C1(C(C1)C1=CC(=C(C=C1F)N1C(C=CC2=CC(=CC=C12)S(=O)(=O)N(C1=NOC=C1)CC1=C(C=C(C=C1)OC)OC)=O)OC)C1CC1